OC=1C=CC=C2CCOC(C12)CCNC(OC(C)(C)C)=O tert-Butyl (2-(8-hydroxyisochroman-1-yl)ethyl)carbamate